2-(6-methylpyridin-2-yl)-1H-benzo[d]imidazole-5-carboxamidine dihydrochloride Cl.Cl.CC1=CC=CC(=N1)C1=NC2=C(N1)C=CC(=C2)C(=N)N